CN1N=CC(=C1C1=CC=2N(C=C1)N=C(C2)NC2=NC=CC(=C2)C(F)(F)F)O[C@@H]2CN(CC2)C 5-[2-methyl-4-[(3S)-1-methylpyrrolidin-3-yl]oxy-pyrazol-3-yl]-N-[4-(trifluoromethyl)-2-pyridyl]pyrazolo[1,5-a]pyridin-2-amine